4-benzyl-3-(4-chlorophenyl)-1-isopropylpiperazine-2,5-dione C(C1=CC=CC=C1)N1C(C(N(CC1=O)C(C)C)=O)C1=CC=C(C=C1)Cl